Tert-butyl (S)-3-(4-tert-butoxyphenyl)-2-aminopropionate C(C)(C)(C)OC1=CC=C(C=C1)C[C@@H](C(=O)OC(C)(C)C)N